methyl-3-(2-nitro-1-(2-methoxyphenyl)ethyl)indole CC=1NC2=CC=CC=C2C1C(C[N+](=O)[O-])C1=C(C=CC=C1)OC